tert-Butyl-(E)-7-((2,4-difluorobenzyl)oxy)-2-((3-(7-(dimethylamino)-2-((dimethylcarbamoyl)oxy)-7-oxohept-5-enamido-3,3-d2)-2-oxopyridin-1(2H)-yl)methyl)-5-fluoro-1H-indol-1-carboxylat C(C)(C)(C)OC(=O)N1C(=CC2=CC(=CC(=C12)OCC1=C(C=C(C=C1)F)F)F)CN1C(C(=CC=C1)NC(C(C(C\C=C\C(=O)N(C)C)([2H])[2H])OC(N(C)C)=O)=O)=O